CN(C(CCCCCCC=CC)\C=C\CCCCCCC\C=C/CCCCCCCC)C (11E,20Z,23Z)-N,N-dimethylnonacosan-11,20,2-trien-10-amine